ClC1=C(C=C(C=C1)C1CCN(CC1)C1=C(C(=CC=C1)[N+](=O)[O-])CC(=O)OC)C Methyl 2-(2-(4-(4-chloro-3-methylphenyl)piperidin-1-yl)-6-nitrophenyl)acetate